5-(((2-(4-(1,2-bis(4-hydroxyphenyl)but-1-en-1-yl)phenoxy)ethyl)(methyl)amino)methyl)-2-(2,6-dioxopiperidin-3-yl)isoindoline-1,3-dione OC1=CC=C(C=C1)C(=C(CC)C1=CC=C(C=C1)O)C1=CC=C(OCCN(C)CC=2C=C3C(N(C(C3=CC2)=O)C2C(NC(CC2)=O)=O)=O)C=C1